C[C@@H](CC)NC(O[C@H]1C[C@H](CC1)C1=CC(=NN1)NC(CC1=C(C=CC(=C1)C)S(=O)(=O)C)=O)=O (1R,3S)-3-[3-({[5-methyl-2-(methylsulfonyl)phenyl]acetyl} amino)-1H-pyrazol-5-yl]cyclopentyl (2S)-butan-2-ylcarbamate